5-(2-(methylamino)ethoxy)benzamide CNCCOC=1C=CC=C(C(=O)N)C1